OC=1C=C(C=CC1OC)N1C(N(CCC1)CC1=C(C=C(C=C1)CCNC1C(N(CC1)C)=O)OC)=O 1-(3-hydroxy-4-methoxyphenyl)-3-(2-methoxy-4-(2-((1-methyl-2-oxopyrrolidin-3-yl)amino)ethyl)benzyl)tetrahydropyrimidin-2(1H)-one